CC(=CCC1=C2C(=CC(=C1)C(=O)O)[C@@H]([C@H](O2)C(C)(C)O)O)C The molecule is a member of the class of 1-benzofurans that is 2,3-dihydro-1-benzofuran substituted by a hydroxy group at position 3, a hydroxyisopropyl group at position 2, a carboxy group at position 5 and a prenyl group at position 7 (the 2S,3S stereoisomer). Isolated from the rhizomes of Atractylodes lancea, it exhibits cytotoxicity against cancer cell lines HCT-116 and MKN-45. It has a role as a metabolite and an antineoplastic agent. It is a member of 1-benzofurans, a hydroxy monocarboxylic acid, a secondary alcohol and a tertiary alcohol.